5-({7-methoxy-9-[(propan-2-yl)amino]-1H,2H,3H-cyclopenta[b]quinolin-6-yl}oxy)pentan-1-ol COC1=CC=2C(=C3C(=NC2C=C1OCCCCCO)CCC3)NC(C)C